C(C)C(C(=O)OCCCOC(C(CC)CC)=O)CC 1,3-propylene glycol di(2-ethylbutyrate)